methyl 4-(5-hydroxy-6-(trifluoromethyl)picolinamido)thiazole-5-carboxylate OC=1C=CC(=NC1C(F)(F)F)C(=O)NC=1N=CSC1C(=O)OC